(2S,4R)-4-hydroxy-1-(2-methoxyacetyl)-N-(4-(4-methylthiazol-5-yl)benzyl)pyrrolidine-2-carboxamide O[C@@H]1C[C@H](N(C1)C(COC)=O)C(=O)NCC1=CC=C(C=C1)C1=C(N=CS1)C